C1=CC=CC2=CC3=CC=CC=C3C(=C12)C1=CC=C(C=C1)N(C1=CC=C(C=C(C#N)C#N)C=C1)C1=CC=C(C=C1)C1=CC=NC=C1 (4-((4-(anthracene-9-yl)phenyl)(4-(pyridin-4-yl)phenyl)amino)benzylidene)malononitrile